dimethyl-1H-indazole-7-carboxamide CC1=NN(C2=C(C=CC=C12)C(=O)N)C